CS(=O)(=O)OCC=1N=NN(C1)C1=CC=C(C=C1)I (1-(4-iodophenyl)-1H-1,2,3-triazol-4-yl)methyl methanesulfonate